1-bromo-2-[(2-bromo-1,1,2,2-tetrafluoroethyl)sulfanyl]-4-fluoro-benzene BrC1=C(C=C(C=C1)F)SC(C(F)(F)Br)(F)F